R-2-hydroxyglutaric acid disodium salt [Na+].[Na+].O[C@@H](C(=O)[O-])CCC(=O)[O-]